FN1C2(CC(C3=CC=CC=C13)=O)CCN(CC2)C(=O)NCC=2N=COC2 fluoro-N-(oxazol-4-ylmethyl)-4'-oxo-3',4'-dihydro-1'H-spiro[piperidine-4,2'-quinoline]-1-carboxamide